C(C)(C)(C)[S@@](=O)\N=C/1\C=2C=NC(=CC2CC12CCN(CC2)C(=O)OC(C)(C)C)OC tert-butyl (7E)-7-[(R)-tert-butylsulfinyl]imino-3-methoxyspiro[5H-cyclopenta[c]pyridine-6,4'-piperidine]-1'-carboxylate